FC1=C(C=CC(=C1)F)[C@](C(F)(F)C1=CC=C(C=N1)C1=CC=C(C=C1)N1CCN(CC1)C=1C=CC(=NC1)C=O)(CN1N=NN=C1)O (R)-5-(4-(4-(6-(2-(2,4-difluorophenyl)-1,1-difluoro-2-hydroxy-3-(1H-tetrazol-1-yl)propyl)pyridin-3-yl)phenyl)piperazin-1-yl)picolinaldehyde